ClC=1C=C(OC2=C3C(=NC=C2)NC=C3C3=NC(=NC=C3)O)C=CC1 4-(4-(3-chlorophenoxy)-1H-pyrrolo[2,3-b]pyridin-3-yl)pyrimidin-2-ol